2-cyclopropyl-6-{[(3R)-4,4-difluoro-3-methylpiperidin-1-yl]Methyl}pyrimidine-4-carboxylic acid ethyl ester C(C)OC(=O)C1=NC(=NC(=C1)CN1C[C@H](C(CC1)(F)F)C)C1CC1